7-bromo-5-chloro-2,2-dimethyl-2,3-dihydro-benzofuran BrC1=CC(=CC=2CC(OC21)(C)C)Cl